CN(C=1C=C(C(NN1)=O)C(F)(F)F)C1=CC(=CC=C1)C(=O)N1CCN(CC1)C1=NC=C(C=N1)C(F)(F)F 6-(methyl(3-(4-(5-(trifluoromethyl)pyrimidin-2-yl)piperazine-1-carbonyl)phenyl)amino)-4-(trifluoromethyl)pyridazin-3(2H)-one